(S)-tert-butyl (2-((tert-butoxycarbonyl)amino)propyl)(4-((2-chloro-4-(N-(2,4-dimethoxybenzyl)-N-(1,2,4-thiadiazol-5-yl)sulfamoyl)-5-fluorophenyl)amino)butyl)carbamate C(C)(C)(C)OC(=O)N[C@H](CN(C(OC(C)(C)C)=O)CCCCNC1=C(C=C(C(=C1)F)S(N(C1=NC=NS1)CC1=C(C=C(C=C1)OC)OC)(=O)=O)Cl)C